ethyl 2-(pyridin-2-yl)-1,2,3,4-tetrazole-5-carboxylate N1=C(C=CC=C1)N1N=C(N=N1)C(=O)OCC